CN1N=C2C(=N1)C=CC=C2S 2-methyl-4-mercapto-benzotriazol